BrC1=CC(=NC=C1)NC(=O)CCN1CC2N(C(C1)C2)C(=O)OC(C)(C)C tert-butyl 3-{2-[(4-bromopyridin-2-yl)carbamoyl]ethyl}-3,6-diazabicyclo[3.1.1]heptane-6-carboxylate